FC1=C(C=C2CN(C(C2=C1)=O)C1C(NC(CC1)=O)=O)CN1C2CN(CC1C2)C(=O)C2=C(CCCC2)C2=CC=C(C=C2)F 3-(6-fluoro-5-((3-(4'-fluoro-3,4,5,6-tetrahydro-[1,1'-biphenyl]-2-carbonyl)-3,6-diazabicyclo[3.1.1]heptane-6-yl)methyl)-1-oxoisoindolin-2-yl)piperidine-2,6-dione